FC1=C(C(N(C=2N=C(N=CC21)NC2=CC=C(C=C2)N2CCN(CC2)C)C)=O)N2CCN(C1=C(C=CC=C21)C)C(C=C)=O 5-fluoro-8-methyl-2-[4-(4-methylpiperazin-1-yl)anilino]-6-(5-methyl-4-prop-2-enoyl-2,3-dihydroquinoxalin-1-yl)pyrido[2,3-d]pyrimidin-7-one